4-(dibenzofuran-3-yl)phenyl-4-(naphthalene-1-yl)phenyl-phenanthren-9-yl-amine C1=CC(=CC=2OC3=C(C21)C=CC=C3)C3=CC=C(C=C3)N(C=3C2=CC=CC=C2C=2C=CC=CC2C3)C3=CC=C(C=C3)C3=CC=CC2=CC=CC=C32